(5-(1H-indole-2-carbonyl)-4,5,6,7-tetrahydroisoxazolo[4,5-c]pyridin-3-yl)(4-azaspiro[2.4]heptan-4-yl)methanone N1C(=CC2=CC=CC=C12)C(=O)N1CC2=C(CC1)ON=C2C(=O)N2C1(CC1)CCC2